ClC=1C(=NC=CC1C1=NC(=C(C=C1)CN1C[C@@H](CC1)O)OC)C1=C(C(=CC=C1)C1=NC(=C(C=C1)CN1C[C@H](CC1)O)OC)Cl (R)-1-((3'-chloro-2'-(2-chloro-3-(5-(((S)-3-hydroxypyrrolidin-1-yl)methyl)-6-methoxypyridin-2-yl)phenyl)-6-methoxy-[2,4'-bipyridin]-5-yl)methyl)pyrrolidin-3-ol